N-((3-(1-(pyridin-3-ylmethyl)-1H-pyrazol-3-yl)-[1,1'-biphenyl]-4-yl)methyl)acrylamide N1=CC(=CC=C1)CN1N=C(C=C1)C=1C=C(C=CC1CNC(C=C)=O)C1=CC=CC=C1